2-(7-((2S,5R)-4-(1-(isoquinolin-3-yl)ethyl)-2,5-dimethylpiperazin-1-yl)-4-methyl-5-oxo-4,5-dihydro-2H-pyrazolo[4,3-b]pyridin-2-yl)acetonitrile C1=NC(=CC2=CC=CC=C12)C(C)N1C[C@@H](N(C[C@H]1C)C=1C=2C(N(C(C1)=O)C)=CN(N2)CC#N)C